3-[3-(trifluoromethyl)-4,5,6,7-tetrahydropyrazolo[3,4-b]pyridin-1-yl]phenol FC(C1=NN(C=2NCCCC21)C=2C=C(C=CC2)O)(F)F